FC=1C=C2[C@H](NC=3C=CN4N=CC(C(NC[C@@]5(OC2=C(C1)C5)COC)=O)=C4N3)C (3R,11R)-6-fluoro-11-(methoxymethyl)-3-methyl-10-oxa-2,13,17,18,21-pentaazapentacyclo[13.5.2.18,11.04,9.018,22]tricosa-1(21),4,6,8,15(22),16,19-heptaen-14-one